NC1=CC(=CC(=N1)NC1CCCCC1)CN1C[C@@H](O[C@@H](C1)C)C 3-((6-amino-4-(((2S,6R)-2,6-dimethylmorpholino)methyl)pyridin-2-yl)amino)cyclohexane